7-(6-chloro-3,5-dicyano-4-ethylpyridin-2-yl)-2,7-diazaspiro[3.5]nonane-2-carboxylic acid tert-butyl ester C(C)(C)(C)OC(=O)N1CC2(C1)CCN(CC2)C2=NC(=C(C(=C2C#N)CC)C#N)Cl